C[C@@H]1O[C@@H](CN(C1)C=1C=2N(N=C(C1)N1CC3CCC(C1)O3)C(=NC2)C2=NNC=C2)C 3-(4-(cis-2,6-dimethylmorpholino)-7-(1H-pyrazol-3-yl)imidazo[1,5-b]pyridazin-2-yl)-8-oxa-3-azabicyclo[3.2.1]octane